5-chloro-N2-(4-((cis)-2,6-dimethyl-1-(oxetan-3-yl)-1,2,3,6-tetra-hydropyridin-4-yl)-2-isopropoxy-5-methylphenyl)-N4-(2-(iso-propylsulfonyl)phenyl)pyrimidine-2,4-diamine ClC=1C(=NC(=NC1)NC1=C(C=C(C(=C1)C)C=1C[C@@H](N([C@@H](C1)C)C1COC1)C)OC(C)C)NC1=C(C=CC=C1)S(=O)(=O)C(C)C